N(=[N+]=[N-])CC(=O)ON1C(CCC1=O)=O (2,5-Dioxopyrrolidin-1-yl) 2-azidoacetate